CC1=C(C[C@@H]2C(CCC2)=O)C=CC=C1 R-2-(2-methylbenzyl)-1-cyclopentanone